C(C)OC1=C(C(=O)NC(C)C2=CC=CC=C2)C=C(C=C1)NC(C(C)C)=O 2-ethoxy-5-isobutyrylamino-N-(1-phenylethyl)benzamide